BrCCCC Bromo-butane